5-((S)-2-(4-(5-chloro-2-(1H-tetrazol-1-yl)phenyl)-2,3-dioxopiperazin-1-yl)-3-(4-(3-(4-hydroxy-2-methylbut-2-yl)ureido)phenyl)propionamido)benzofuran-2-carboxylic acid ClC=1C=CC(=C(C1)N1C(C(N(CC1)[C@H](C(=O)NC=1C=CC2=C(C=C(O2)C(=O)O)C1)CC1=CC=C(C=C1)NC(=O)NC(C)(CCO)C)=O)=O)N1N=NN=C1